11-oxo-3-((trimethylsilyl)ethynyl)-6,11-dihydro-5H-benzo[b]carbazole-9-carbonitrile O=C1C2=C(CC=3NC4=CC(=CC=C4C13)C#C[Si](C)(C)C)C=CC(=C2)C#N